ONC(CCCCNC1=C(C=C(C=C1)S(=O)(=O)NC(C1=C(C=C(C=C1)NC(C=CC1=C(C=CC=C1)C)=O)OC1=CC=CC=C1)=O)[N+](=O)[O-])=O N-(4-(5-(hydroxyamino)-5-oxopentylamino)-3-nitrobenzenesulfonyl)-2-phenoxy-4-(3-(2-methylphenyl)acryloylamino)benzamide